tert-butyl (3R)-7-bromo-3-(dimethylcarbamoyl)-3,4-dihydro-1H-isoquinoline-2-carboxylate BrC1=CC=C2C[C@@H](N(CC2=C1)C(=O)OC(C)(C)C)C(N(C)C)=O